C=CCCCCCCCC DecEN